3-Chloro-11-methyl-13,13a-dihydrobenzo[2,3]pyrrolo[2',3':5,6][1,4]diazepino[1,7-a]indol-12(11H)-one ClC1=CC=C2C=C3N(C2=C1)C1=C(N=C2C3CC(N2C)=O)C=CC=C1